C(#N)C1=C(N(N=C1C1=CC=C(C=C1)CC(=O)NC1=CC(=NO1)CC1CCC1)C(C)C)NC(OC(C)(C)C)=O tert-Butyl N-[4-cyano-5-[4-[2-[[3-(cyclobutylmethyl)isoxazol-5-yl]amino]-2-oxoethyl]phenyl]-2-isopropyl-pyrazol-3-yl]carbamate